C(C1=CC=CC=C1)OCC1CN2C(O1)=CC(=N2)C(=O)OCC ethyl 2-((benzyloxy) methyl)-2,3-dihydropyrazolo[5,1-b]oxazole-6-carboxylate